BrCCOC1=NOC(=C1)[C@H](C(=O)N1[C@@H](C[C@H](C1)O[Si](C)(C)C(C)(C)C)C(=O)OC)C(C)C methyl (2S,4R)-1-((R)-2-(3-(2-bromoethoxy)isoxazol-5-yl)-3-methylbutanoyl)-4-((tertbutyldimethylsilyl)oxy)pyrrolidine-2-carboxylate